(2-methylthioethyl)-hydantoin CSCCN1C(=O)NC(=O)C1